Allyl nonanoate C(CCCCCCCC)(=O)OCC=C